CC12CC3(CC(C[C@@](C1)(C3)C)C2)NC(N)=O 3-((r,5S,7S)-3,5-dimethyladamantan-1-yl)urea